CC1=C2C(=C(NC2=C(C=C1)C)C1=CC(=CC=C1)F)C=O 4,7-DIMETHYL-2-(3-FLUOROPHENYL)-1H-INDOLE-3-CARBOXALDEHYDE